C1(CC1)CC1=C(C(=NN1C=1SC=C(N1)C(=O)O)C1=CC(=CC=C1)OCC(F)(F)F)CC1=CC(=C(C=C1)S(N)(=O)=O)F 2-(5-(cyclopropylmethyl)-4-(3-fluoro-4-sulfamoylbenzyl)-3-(3-(2,2,2-trifluoroethoxy)phenyl)-1H-pyrazol-1-yl)thiazole-4-carboxylic acid